tert-butyl 8-(3'-chloro-2-methoxy-4'-(3-methyl-2-oxoimidazolidin-1-yl)-[1,1'-biphenyl]-3-yl)-3,4-dihydro-1H-pyrido[4,3-b]indole-2(5H)-carboxylate ClC=1C=C(C=CC1N1C(N(CC1)C)=O)C1=C(C(=CC=C1)C1=CC=2C3=C(NC2C=C1)CCN(C3)C(=O)OC(C)(C)C)OC